1-(4-(((6-(2-fluoropyridin-4-yl)-1-(3-morpholinopropyl)-1H-indazol-4-yl)amino)methyl)piperidin-1-yl)ethan-1-one FC1=NC=CC(=C1)C1=CC(=C2C=NN(C2=C1)CCCN1CCOCC1)NCC1CCN(CC1)C(C)=O